1-(azetidin-3-ylmethyl)-8-chloro-3-(5-(difluoromethyl)-1,3,4-thiadiazol-2-yl)-N-(1-(fluoromethyl)cyclopropyl)indolizine-6-sulfonamide N1CC(C1)CC=1C=C(N2C=C(C=C(C12)Cl)S(=O)(=O)NC1(CC1)CF)C=1SC(=NN1)C(F)F